F[C@H]1[C@H](C1)C(=O)NC1=NC=NC(=C1)C=1N=CSC1NC=1C=NC(=CC1C)[C@H](CC)O (1R,2R)-2-fluoro-N-{6-[5-({6-[(1S)-1-hydroxypropyl]-4-methylpyridin-3-yl}amino)-1,3-thiazol-4-yl]pyrimidin-4-yl}cyclopropane-1-carboxamide